methyl 5-(3-chlorophenoxy)-1,2'-dimethyl-1H,2'H-[3,3'-bipyrazole]-4-carboxylate ClC=1C=C(OC2=C(C(=NN2C)C=2N(N=CC2)C)C(=O)OC)C=CC1